C(C1=CC=CC=C1)OC(=O)N1C(CC2(CCO2)CC1)C1=CC=C(C(=O)O)C=C1 4-(7-((benzyloxy)carbonyl)-1-oxa-7-azaspiro[3.5]nonan-6-yl)benzoic acid